C(C)(C)(C)OC(=O)N1CCN(CC1)C=1C(N2N=C(N=C2N(C1CC)CC(NC1=C(C=C(C=C1)C(F)(F)F)C)=O)Br)=O 4-[8-bromo-4-ethyl-5-[[2-methyl-4-(trifluoromethyl)phenyl]carbamoylmethyl]-2-oxo-1,5,7,9-tetraazabicyclo[4.3.0]nona-3,6,8-trien-3-yl]piperazine-1-carboxylic acid tert-butyl ester